(4-(2-bromoacetyl)-3-fluorophenyl)pyrrolidine-1-carboxylic acid tert-butyl ester C(C)(C)(C)OC(=O)N1C(CCC1)C1=CC(=C(C=C1)C(CBr)=O)F